((2-aminoethoxy(hydroxy)phosphoryl)oxy)-cyclopropane-1-carboxylate NCCOP(=O)(O)OC1(CC1)C(=O)[O-]